(2,3-dimethylphenyl)(2,6-diazaspiro[3.3]hept-2-yl)methanone methyl-(2Z)-2-{[(benzyloxy)carbonyl]amino}-3-{4-[(tert-butoxycarbonyl)(methyl)amino]naphthalen-2-yl}prop-2-enoate COC(/C(=C/C1=CC2=CC=CC=C2C(=C1)N(C)C(=O)OC(C)(C)C)/NC(=O)OCC1=CC=CC=C1)=O.CC1=C(C=CC=C1C)C(=O)N1CC2(C1)CNC2